tris(2,2,3,3-tetrafluoropropyl) phosphate P(=O)(OCC(C(F)F)(F)F)(OCC(C(F)F)(F)F)OCC(C(F)F)(F)F